1,6-bis(2,2,6,6-tetramethyl-4-piperidylamino)Hexane methyl-7,8-dihydroxyl-1-phenyl-1,2,3,4-tetrahydroisoquinoline-3-carboxylate COC(=O)C1NC(C2=C(C(=CC=C2C1)O)O)C1=CC=CC=C1.CC1(NC(CC(C1)NCCCCCCNC1CC(NC(C1)(C)C)(C)C)(C)C)C